5-pyrazolamine N1N=CC=C1N